BrC=1C=CC=C2C=C(C=NC12)C(=O)N1CC(CC1)(F)F (8-bromoquinolin-3-yl)(3,3-difluoropyrrolidin-1-yl)methanone